dicyclohexyl-1,3-diaminocyclohexane C1(CCCCC1)C1C(CCCC1N)(N)C1CCCCC1